1-(4-(AZEPAN-1-YL)PYRIDIN-2-YL)-N-(1-METHYL-1H-INDAZOL-7-YL)-1H-PYRAZOLE-4-SULFONAMIDE N1(CCCCCC1)C1=CC(=NC=C1)N1N=CC(=C1)S(=O)(=O)NC=1C=CC=C2C=NN(C12)C